(S)-Methyl 3-(6-bromo-7-chloro-3-oxo-3,4-dihydro-2H-benzo[b][1,4]oxazin-2-yl)propanoate BrC1=CC2=C(O[C@H](C(N2)=O)CCC(=O)OC)C=C1Cl